N1C(=CC=2C=NC=CC21)CNC(CN2C(=NC=C(C2=O)NCC=2SC(=CC2)C2=CC=CC=C2)C2=CC=CC=C2)=O N-((1H-pyrrolo[3,2-c]pyridine-2-yl)methyl)-2-(6-oxo-2-phenyl-5-(((5-phenylthiophen-2-yl)methyl)amino)pyrimidin-1(6H)-yl)acetamide